CN1C(N(C(C=2N(C(=NC12)SC)C)=O)C1=CC=CC=C1)=O 3,7-dimethyl-8-(methylsulfanyl)-1-phenyl-1H-purine-2,6(3H,7H)-dione